5-((R)-1-((1s,4s)-4-(6-Fluoroquinolin-4-yl)cyclohexyl)ethyl)-N-(4-methoxyphenyl)-4H-1,2,4-triazol-3-amine FC=1C=C2C(=CC=NC2=CC1)C1CCC(CC1)[C@@H](C)C=1NC(=NN1)NC1=CC=C(C=C1)OC